FC1=C2NC(C=3N(C2=CC=C1CO)N=CC3)=O 6-fluoro-7-(hydroxymethyl)pyrazolo[1,5-a]quinoxalin-4(5H)-one